ClP1O[C@]([C@H]2N1CCC2)(C)C2CCC2 (3R,3aS)-1-chloro-3-cyclobutyl-3-methyltetrahydro-1H,3H-pyrrolo[1,2-c][1,3,2]oxazaphosphole